tert-butyl 2-(isopropylamino)-4-[4-(2,2,2-trifluoroacetyl)piperazin-1-yl]benzoate C(C)(C)NC1=C(C(=O)OC(C)(C)C)C=CC(=C1)N1CCN(CC1)C(C(F)(F)F)=O